C(CCCCCCCCCCCCCCCCCCCCCCCCCCC)(=O)O.C(CCCCCCCCCCCCCCCCCCCCCCCCCCC)(=O)O.OCC(O)CO.OCC(O)CO.OCC(O)CO.OCC(O)CO tetraglycerin dimontanate